2'-chloro-4'-(pyridin-3-ylmethoxy)-4,5,5',6'-tetrahydro-2H-spiro[furan-3,8'-pyrano[3,4-b]pyridine] ClC1=CC(=C2C(=N1)C1(OCC2)COCC1)OCC=1C=NC=CC1